2-(3,3-difluoro-1-methylpyrrolidin-2-yl)-N-(2-(furo[3,2-c]pyridin-4-yl)propan-2-yl)acetamide FC1(C(N(CC1)C)CC(=O)NC(C)(C)C1=NC=CC2=C1C=CO2)F